FC1(CN(CC[C@H]1NC1=NN2C(C(=N1)OC([2H])([2H])[2H])=C(C(=C2)F)C=2C=CC1=C(N(N=N1)CCF)C2)C)F (R)-N-(3,3-difluoro-1-methylpiperidin-4-yl)-6-fluoro-5-(1-(2-fluoroethyl)-1H-benzo[d][1,2,3]triazol-6-yl)-4-(methoxy-d3)pyrrolo[2,1-f][1,2,4]triazin-2-amine